argininoglycolate N([C@@H](CCCNC(N)=N)C(=O)O)C(C(=O)[O-])O